NC=1C2=C(N=C(N1)OCCCC)N(C(=C2)C#N)CC2=C(C=C(CN1CCN(CC1)CCNC([C@@H](O)C1CC1)=O)C=C2)OC (S)-N-(2-(4-(4-((4-amino-2-butoxy-6-cyano-7H-pyrrolo[2,3-d]pyrimidin-7-yl)methyl)-3-methoxybenzyl)piperazin-1-yl)ethyl)-2-cyclopropyl-2-hydroxyacetamide